(S)-tert-butyl (1-(3-bromophenyl)but-3-en-1-yl)carbamate BrC=1C=C(C=CC1)[C@H](CC=C)NC(OC(C)(C)C)=O